BrC1=NN(C=N1)C1=CC(=C(N)C=C1)F 4-(3-bromo-1H-1,2,4-triazol-1-yl)-2-fluoroaniline